(1R,2S,5S)-N-{(1S)-1-cyano-2-[(3S)-2-oxopyrrolidin-3-yl]ethyl}-6,6-dimethyl-3-[2-(2,2,2-trifluoroacetamido)-3-(trifluoromethyl)pentanoyl]-3-azabicyclo[3.1.0]hexane-2-carboxamide C(#N)[C@H](C[C@H]1C(NCC1)=O)NC(=O)[C@@H]1[C@H]2C([C@H]2CN1C(C(C(CC)C(F)(F)F)NC(C(F)(F)F)=O)=O)(C)C